N-(2-((2-(dimethylamino)ethyl)(methyl)amino)-4-methoxy-5-((6-(2-methoxyphenyl)-8-methyl-7-oxo-7,8-dihydropyrido[2,3-d]pyrimidin-2-yl)amino)phenyl)acrylamide CN(CCN(C1=C(C=C(C(=C1)OC)NC=1N=CC2=C(N1)N(C(C(=C2)C2=C(C=CC=C2)OC)=O)C)NC(C=C)=O)C)C